P(=O)(O)(O)O[C@@H]1CC2=CC[C@H]3[C@@H]4CC[C@H]([C@@H](CCCC(C)C)C)[C@]4(CC[C@@H]3[C@]2(CC1)C)C phosphocholesterol